1-naphthylsulfonic acid disodium salt [Na+].[Na+].C1(=CC=CC2=CC=CC=C12)S(=O)(=O)[O-].C1(=CC=CC2=CC=CC=C12)S(=O)(=O)[O-]